N-(4-(2-(2-aminopyridin-3-yl)-3H-imidazo[4,5-b]pyridin-3-yl)benzyl)-2-bromothiazole-4-carboxamide NC1=NC=CC=C1C1=NC=2C(=NC=CC2)N1C1=CC=C(CNC(=O)C=2N=C(SC2)Br)C=C1